C(C1=CC=CC=C1)N[C@@H](CO)C (R)-2-(benzylamino)propan-1-ol